BrC=1C=CC(=NC1)C1(CC(C1)(F)F)COC1OCCCC1 5-bromo-2-[3,3-difluoro-1-(tetrahydropyran-2-yloxymethyl)cyclobutyl]pyridine